S1C=NC=C1C1=CC=C(C=C1)NNC(=O)N=N (4-(thiazol-5-yl)phenyl)carbazone